ethyl 3-(((6-(((3-ethoxy-3-oxopropyl)(methylamino)phosphoryl)oxy)-5'-methyl-4-pentyl-2'-(prop-1-en-2-yl)-[1,1'-biphenyl]-2-yl)oxy)(methylamino)phosphoryl)propanoate C(C)OC(CCP(=O)(NC)OC1=CC(=CC(=C1C1=C(C=CC(=C1)C)C(=C)C)OP(=O)(NC)CCC(=O)OCC)CCCCC)=O